C[C@@H]1C[C@H](C2=NC=CC=C21)O |r| rac-(5R,7R)-5-methyl-6,7-dihydro-5H-cyclopenta[b]pyridin-7-ol